(R)-1-(1-(2-((1H-1,2,4-triazol-3-yl)methyl)-1-oxo-1,2-dihydroisoquinolin-4-yl)ethyl)-3-(3-chloro-4-fluorophenyl)-1-methylurea N1N=C(N=C1)CN1C(C2=CC=CC=C2C(=C1)[C@@H](C)N(C(=O)NC1=CC(=C(C=C1)F)Cl)C)=O